(5-ethyl-2-(3-fluoropiperidin-1-yl)-6-(4-(3-hydroxypicolinoyl)piperazin-1-yl)-7-oxo-[1,2,4]triazolo[1,5-a]pyrimidin-4(7H)-yl)-N-(2-methyl-4-(trifluoromethyl)phenyl)acetamide C(C)C=1N(C=2N(C(C1N1CCN(CC1)C(C1=NC=CC=C1O)=O)=O)N=C(N2)N2CC(CCC2)F)CC(=O)NC2=C(C=C(C=C2)C(F)(F)F)C